1,1,1-Trifluoro-N-{2-[(3S,4R)-4-hydroxy-3-(pyridin-4-ylmethyl)-3,4-dihydro-2H-chromen-7-yl]phenyl}methansulfonamid FC(S(=O)(=O)NC1=C(C=CC=C1)C1=CC=C2[C@@H]([C@H](COC2=C1)CC1=CC=NC=C1)O)(F)F